tert-butyl N-[3-[2-(4-chlorophenyl)tetrazol-5-yl]-1-bicyclo[1.1.1]pentanyl]carbamate ClC1=CC=C(C=C1)N1N=C(N=N1)C12CC(C1)(C2)NC(OC(C)(C)C)=O